5-cyano-2-(2-cyanoisoindolin-4-yl)benzamide C(#N)C=1C=CC(=C(C(=O)N)C1)C1=C2CN(CC2=CC=C1)C#N